ClC1=CC2=C(N(C(N=C2N2[C@H](CN(CC2)C(C=C)=O)C)=O)C=2C(=NC=CC2CN(C)C)C(C)C)N=C1C1=C(C=CC=C1)F (M)-6-Chloro-1-(4-((dimethylamino)methyl)-2-(2-propanyl)-3-pyridinyl)-7-(2-fluorophenyl)-4-((2S)-2-methyl-4-(2-propenoyl)-1-piperazinyl)pyrido[2,3-d]pyrimidin-2(1H)-one